C(C=C)(=O)N1C[C@@H](N(CC1)C1=CC=NC2=C(C(=C(C=C12)Cl)C1=CC=C(C2=C1N=C(S2)N)F)F)C 4-((S)-4-acryloyl-2-methylpiperazin-1-yl)-7-(2-amino-7-fluorobenzo[d]thiazol-4-yl)-6-chloro-8-fluoroquinolin